2-[4-[[2-fluoro-6-methoxy-4-(6-methyl-7-oxo-1H-pyrazolo[3,4-c]pyridin-4-yl)phenyl]methyl]-1-piperidyl]acetic acid TFA salt OC(=O)C(F)(F)F.FC1=C(C(=CC(=C1)C=1C2=C(C(N(C1)C)=O)NN=C2)OC)CC2CCN(CC2)CC(=O)O